1-(2-(1-isobutyryl-4-(p-tolyl)-1H-imidazol-2-yl)piperidin-1-yl)-2-(methylthio)propan-1-one C(C(C)C)(=O)N1C(=NC(=C1)C1=CC=C(C=C1)C)C1N(CCCC1)C(C(C)SC)=O